C(C1=CC=CC=C1)N1CC(CC1=O)C(=O)NCC1=C(C(=CC=C1)Cl)Cl 1-benzyl-N-[(2,3-dichlorophenyl)methyl]-5-oxopyrrolidin-3-carboxamid